[1-[4-[[(3S)-1-acetylpyrrolidin-3-yl]amino]-5-oxido-6,7-dihydro-thieno[3,2-d]pyrimidin-5-ium-2-yl]azetidin-3-yl] tetrahydropyran-4-carboxylate O1CCC(CC1)C(=O)OC1CN(C1)C=1N=C(C2=C(N1)CC[S+]2[O-])N[C@@H]2CN(CC2)C(C)=O